O=C1NC(CCC1C1=C(C=C(C=C1F)N1CC(C1)NC(=O)OC1CN(C1)C(=O)OC(C)(C)C)F)=O tert-butyl 3-(((1-(4-(2,6-dioxopiperidin-3-yl)-3,5-difluorophenyl)azetidin-3-yl) carbamoyl)oxy)azetidine-1-carboxylate